tin dicyclopentadienylhafnium C1(C=CC=C1)[Hf]C1C=CC=C1.[Sn]